(R)-6-(5-amino-6-(trifluoromethyl)pyridin-3-yl)-2-(5-(difluoromethoxy)-4-((6-oxo-5-(trifluoromethyl)-1,6-dihydropyridazin-4-yl)amino)pentyl)-7-fluoroisoquinolin-1(2H)-one NC=1C=C(C=NC1C(F)(F)F)C=1C=C2C=CN(C(C2=CC1F)=O)CCC[C@H](COC(F)F)NC=1C=NNC(C1C(F)(F)F)=O